methylthiobenzylamine CSNCC1=CC=CC=C1